FC(OC1=C(C=C(C=C1)OC1=CC=CC=C1)C1=NN(C=C1NC(=O)C=1C=NN2C1N=CC=C2)C2COC2)F N-[3-[2-(difluoromethoxy)-5-phenoxy-phenyl]-1-(oxetan-3-yl)pyrazol-4-yl]pyrazolo[1,5-a]pyrimidine-3-carboxamide